NC=1C(=C(C(=O)OC)C(=CC1C(F)(F)F)F)C methyl 3-amino-6-fluoro-2-methyl-4-(trifluoromethyl)benzoate